(3'S,4'R,5'S)-6''-chloro-4'-(3-chloro-2-fluorophenyl)-2''-oxo-1''H-dispiro[cyclohexane-1,2'-pyrrolidine-3',3''-indole]-5'-carboxylic acid ClC1=CC=C2[C@]3(C(NC2=C1)=O)C1(N[C@@H]([C@H]3C3=C(C(=CC=C3)Cl)F)C(=O)O)CCCCC1